BrC=1C(=NC(=CC1)F)F 3-bromo-2,6-difluoro-pyridine